1-((4'-(1,1,1,3,3,3-hexafluoro-2-hydroxypropan-2-yl)-[1,1'-biphenyl]-4-yl)methyl)-4-(pyridin-4-ylmethyl)piperazine-2-carboxylic acid FC(C(C(F)(F)F)(O)C1=CC=C(C=C1)C1=CC=C(C=C1)CN1C(CN(CC1)CC1=CC=NC=C1)C(=O)O)(F)F